(R)-2-(1-(2-bromophenyl)ethyl)furan BrC1=C(C=CC=C1)[C@@H](C)C=1OC=CC1